7-{6-(2-Methoxyethoxy)-3-[1-(3-methylbutyl)-1H-pyrazol-4-yl]pyridin-2-yl}chinolin COCCOC1=CC=C(C(=N1)C1=CC=C2C=CC=NC2=C1)C=1C=NN(C1)CCC(C)C